C(CCCCCCCCCCCCC)OCCCCCCCCCCCCCC monomyristyl ether